ClC=1C=C(C(=NC1)OC)S(=O)(=O)NC1=NC=C(C(=C1F)COC=1C=C2C(=NC1)N(N=C2C)C2OCCCC2)F 5-chloro-N-[3,5-difluoro-4-([[3-methyl-1-(oxan-2-yl)pyrazolo[3,4-b]pyridin-5-yl]oxy]methyl)pyridin-2-yl]-2-methoxypyridine-3-sulfonamide